2,8-dimethyl-5-oxo-1,4,5,6-tetrahydro-1,6-naphthyridine-3-carboxylate CC=1NC=2C(=CNC(C2CC1C(=O)[O-])=O)C